5-amino-3-(2-(3-fluoropyridin-2-yl)quinolin-7-yl)-1H-pyrazole-4-carbonitrile NC1=C(C(=NN1)C1=CC=C2C=CC(=NC2=C1)C1=NC=CC=C1F)C#N